5-mercapto-1H-tetrazol-1-methanesulfonic acid, disodium salt [Na+].[Na+].SC1=NN=NN1CS(=O)(=O)[O-].SC1=NN=NN1CS(=O)(=O)[O-]